C(C1=CC=CC=C1)N([C@@H]1[C@H](C(N(CC1)C1=CC=C2C(=NN(C2=C1)C)C=1C(=NC(=CC1)OCC1=CC=CC=C1)OCC1=CC=CC=C1)=O)C)C (3R,4S)-4-(benzyl(methyl)amino)-1-(3-(2,6-bis(benzyloxy)pyridin-3-yl)-1-methyl-1H-indazol-6-yl)-3-methylpiperidin-2-one